N-methylsulfonyl-2-[5-oxo-3-phenyl-1-(pyridin-2-ylmethyl)pyrrolidin-2-yl]acetamide CS(=O)(=O)NC(CC1N(C(CC1C1=CC=CC=C1)=O)CC1=NC=CC=C1)=O